(S)-5,5-dimethyl-1-((2-((tetrahydrofuran-3-yl)amino)pyridin-4-yl)methyl)-3-(1,3,3-trimethylindolin-6-yl)imidazolidine-2,4-dione CC1(C(N(C(N1CC1=CC(=NC=C1)N[C@@H]1COCC1)=O)C1=CC=C2C(CN(C2=C1)C)(C)C)=O)C